NCCCOC1=CC(=CC=2C3=CC(=CC=C3NC12)Cl)NC1=CC=C(C=C1)Cl 1-(3-aminopropoxy)-6-chloro-N-(4-chlorophenyl)-9H-carbazol-3-amine